N-[4-(2-Fluoro-phenyl)-[1,2,3]thiadiazol-5-yl]-2-phenyl-butyramide FC1=C(C=CC=C1)C=1N=NSC1NC(C(CC)C1=CC=CC=C1)=O